C(CC)S(=O)(=O)NS(=O)(=O)CCC N-propylsulfonylpropane-1-sulfonamide